BrC=1C=C(C=CC1)N1N=C(C=CC1=O)C(=O)N[C@H](C)C1=CC(=CC(=C1)C(F)(F)F)[N+](=O)[O-] (R)-1-(3-bromophenyl)-N-(1-(3-nitro-5-(trifluoromethyl)phenyl)ethyl)-6-oxo-1,6-dihydropyridazine-3-carboxamide